1-(4-methoxyphenyl)-2-methyldithio ether COC1=CC=C(C=C1)SS(C)OS(SC1=CC=C(C=C1)OC)C